benzyl bromo(2-13C)acetate Br[13CH2]C(=O)OCC1=CC=CC=C1